6-aminospiro[3.3]heptane-2-one hydrochloride Cl.NC1CC2(CC(C2)=O)C1